CC=1C(C2=CC=CC(=C2C1)C(C)C)[Hf]C1C(=CC2=C(C=CC=C12)C(C)C)C bis(2-methyl-4-isopropylinden-1-yl)hafnium